NC=1C=C(C=C(C1)C(C)(C)C)NC(=O)C=1N=NN(C1C)C1=C(C=CC(=C1)C)OC N-(3-amino-5-(tert-butyl)phenyl)-1-(2-methoxy-5-methylphenyl)-5-methyl-1H-1,2,3-triazole-4-carboxamide